N-[(1R,3S)-3-[[5-chloro-4-(7-fluoro-3-isopropyl-2-methyl-indazol-5-yl)-2-pyridyl]carbamoyl]cyclohexyl]imidazole-1-carboxamide ClC=1C(=CC(=NC1)NC(=O)[C@@H]1C[C@@H](CCC1)NC(=O)N1C=NC=C1)C1=CC2=C(N(N=C2C(=C1)F)C)C(C)C